2-cyclohexyl-N-hydroxyacetimidamide C1(CCCCC1)CC(NO)=N